Ethyl-4-amino-5-hydroxy-2-oxo-pent-3-enoat C(C)OC(C(C=C(CO)N)=O)=O